(1R,2S,8S,10S,11S,14R,15S,17S)-14-acetyl-1-fluoro-14,17-dihydroxy-2,8,15-trimethyltetracyclo[8.7.0.02,7.011,15]heptadeca-3,6-dien-5-one C(C)(=O)[C@]1(CC[C@H]2[C@@H]3C[C@@H](C4=CC(C=C[C@@]4([C@]3([C@H](C[C@]12C)O)F)C)=O)C)O